N(=C=O)C=CC=CC=1C=C(C=C(C1C#N)O)C#N 5-isocyanatobutadienyl-3,6-dicyanophenol